FC=1C=C(C(=O)NC=2SC(=NN2)C2=CC=CC=C2)C=C(C1O)C=O 3-fluoro-5-formyl-4-hydroxy-N-(5-phenyl-1,3,4-thiadiazol-2-yl)benzamide